F[Sb-](F)(F)(F)(F)F.COC1=CC=C(C[N+]2=CSC3=C2C=CC=C3)C=C1 3-(p-methoxybenzyl)benzothiazolium hexafluoroantimonate